2-[(6-nitro-2-oxo-3,4-dihydroquinolin-1-yl)methyl]-4-(trifluoromethyl)benzonitrile [N+](=O)([O-])C=1C=C2CCC(N(C2=CC1)CC1=C(C#N)C=CC(=C1)C(F)(F)F)=O